ClC=1C(=NC2=CC(=C(N=C2C1N[C@H](C)C=1C=C(C#N)C=CC1F)C=1C=NC(=NC1)P(=O)(CC)CC)F)C 3-[(1R)-1-({3-chloro-6-[2-(diethylphosphoryl)pyrimidin-5-yl]-7-fluoro-2-methyl-1,5-naphthyridin-4-yl}amino)ethyl]-4-fluorobenzonitrile